TETRAFLUORoETHYlENOXID FC1(C(F)(F)O1)F